tert-butyl 3-oxo-2-(4-(trifluoromethyl)phenyl)pyrazolidine-1-carboxylate O=C1N(N(CC1)C(=O)OC(C)(C)C)C1=CC=C(C=C1)C(F)(F)F